[Al].[Si].[Ti] titanium-silicon-aluminum